(e)-3-((4-methoxybenzyl)oxy)-5-(phenyldiazenyl)pyridine-2,6-diamine COC1=CC=C(COC=2C(=NC(=C(C2)\N=N\C2=CC=CC=C2)N)N)C=C1